C(CCCCCCCCCCC)OC=1C=C2C=C3C(C=CC(C3=CC2=CC1OCCCCCCCCCCCC)=O)=O 6,7-bis(dodecyloxy)anthracene-1,4-dione